2,5-bis(4-aminocyclohexylmethyl)aniline tert-butyl-(2S,4R)-4-hydroxy-2-((2-hydroxy-4-(4-methylthiazol-5-yl)benzyl)carbamoyl)pyrrolidine-1-carboxylate C(C)(C)(C)OC(=O)N1[C@@H](C[C@H](C1)O)C(NCC1=C(C=C(C=C1)C1=C(N=CS1)C)O)=O.NC1CCC(CC1)CC1=C(N)C=C(C=C1)CC1CCC(CC1)N